C12(CC(C1)C2)NC2CN(CC2)C2=CC=C(N=N2)C2=C(C=C(C=C2)C2=CN=NC(=C2)OC)O 2-[6-(3-{bicyclo[1.1.1]pentan-1-ylamino}pyrrolidin-1-yl)pyridazin-3-yl]-5-(6-methoxypyridazin-4-yl)phenol